COC1=CC=C(C=C1)CC[Mg]Br 2-(4-methoxyphenyl)ethylmagnesium bromide